OCC=1N=C2C(=C3CNCCC13)CN(C2)C(CC2CN(C2)C2=CC(=NC=C2)C(F)(F)F)=O 1-(5-hydroxymethyl-1,3,6,7,8,9-hexahydro-2,4,8-triaza-cyclopenta[a]naphthalen-2-yl)-2-[1-(2-trifluoromethyl-pyridin-4-yl)-azetidin-3-yl]-ethanone